FC(N1C2=CC=C(C=C2C=2C=C(C=CC12)C(C1=CC=C(C=C1)O)=O)C(C1=CC=C(C=C1)O)=O)(F)F N-trifluoromethyl-3,6-bis(4-hydroxybenzoyl)carbazole